tert-butyl 4-[2-[5-[[4-[[(7R)-8-cyclopentyl-7-ethyl-5-methyl-6-oxo-7H-pteridin-2-yl]amino]-3-methoxybenzoyl]amino]pentoxy]ethoxy]piperidine-1-carboxylate C1(CCCC1)N1[C@@H](C(N(C=2C=NC(=NC12)NC1=C(C=C(C(=O)NCCCCCOCCOC2CCN(CC2)C(=O)OC(C)(C)C)C=C1)OC)C)=O)CC